NC1=NC=2C=C(C(=CC2C2=C1COC2)C(=O)N([C@@H]2COC=1C2=NC=C(C1)C(F)(F)F)C)F 4-amino-7-fluoro-N-methyl-N-((3S)-6-(trifluoromethyl)-2,3-dihydrofuro[3,2-b]pyridin-3-yl)-1,3-dihydrofuro[3,4-c]quinoline-8-carboxamide